3-hydroxymethyl-2,2-dimethyl-cyclobutanone OCC1C(C(C1)=O)(C)C